N[C@@H]1C2=CC=CC=C2CC12CCN(CC2)C2=NC(=C(C(=N2)C#N)C2=C(C(=CC=C2)Cl)Cl)C 2-((S)-1-amino-1,3-dihydrospiro[indene-2,4'-piperidine]-1'-yl)-5-(2,3-dichlorophenyl)-6-methylpyrimidine-4-carbonitrile